C1(=CC=CC=C1)S(=O)(=O)NC(=O)C=1C(=NC(=CC1)N1N=C(C=C1)OCCC1(CC1)C(F)(F)F)N1C(CC(C1)CO[Si](C)(C)C(C)(C)C)(C)C N-(benzenesulfonyl)-2-[4-[[tert-butyl(dimethyl)silyl]oxymethyl]-2,2-dimethyl-pyrrolidin-1-yl]-6-[3-[2-[1-(trifluoromethyl)cyclopropyl]ethoxy]pyrazol-1-yl]pyridine-3-carboxamide